Br.C1(CC1)C1=NC(=CC(=C1)OCC1=CC=C(C=C1)[C@@H](C)[C@]1(C(NC(C1)=O)=O)C)C (3S)-3-[(1R)-1-[4-[(2-cyclopropyl-6-methyl-4-pyridyl)oxymethyl]phenyl]ethyl]-3-methyl-pyrrolidine-2,5-dione hydrobromide